C(C1=CC=CC=C1)OC(=O)N1[C@@H](C[C@@H](C1)OC1=NC=CC(=N1)C=1C2=C(N(N=C2C=C(C1)F)C)CCCN(C)C(=O)OC(C)(C)C)C(=O)O (2S,4S)-1-benzyloxycarbonyl-4-[4-[3-[3-[tert-butoxycarbonyl(methyl)amino]propyl]-6-fluoro-2-methyl-indazol-4-yl]pyrimidin-2-yl]oxy-pyrrolidine-2-carboxylic acid